C(C1=CC=C(C(=N1)C=O)N1N=CC=N1)([2H])([2H])[2H] (6-(methyl-d3)-3-(2H-1,2,3-triazol-2-yl)pyridin-2-yl)methanone